CSC1=CC=NC=C1 4-(methylthio)pyridine